F[C@H]([C@H](C)NC(O[C@H]1C[C@H](CC1)C1=CC(=NN1)NC(CC1=CC(=NC=C1)OC)=O)=O)C |o1:1,2| (1R,3S)-3-(3-{[(2-meth-oxypyridin-4-yl)acetyl]-amino}-1H-pyrazol-5-yl)cyclopentyl [(2S*,3S*)-3-fluorobutan-2-yl]carbamate